4-(6-((4-(1-ethoxyvinyl)-2,6-difluorobenzyl)oxy)pyridin-2-yl)piperidine-1-carboxylic acid tert-butyl ester C(C)(C)(C)OC(=O)N1CCC(CC1)C1=NC(=CC=C1)OCC1=C(C=C(C=C1F)C(=C)OCC)F